ClCC=1C(=CC2=C(N=C(O2)C=2C(=C(C=CC2)C2=C(C(=CC=C2)C=2OC3=C(N2)C=C(C(=C3)OC(F)F)CN3[C@@H](CCC3)C(=O)OC)C)C)C1)OC(F)F methyl ((2-(3'-(5-(chloromethyl)-6-(difluoromethoxy)benzo[d]oxazol-2-yl)-2,2'-dimethyl-[1,1'-biphenyl]-3-yl)-6-(difluoromethoxy) benzo[d]oxazol-5-yl) methyl)-L-prolinate